2-((4-cyano-2-fluorobenzyl)oxy)-6-(3-fluoro-4-((6-(methoxycarbonyl)-1-(2-methoxyethyl)-1H-benzo[d]imidazol-2-yl)methyl)phenyl)isonicotinic acid C(#N)C1=CC(=C(COC=2C=C(C(=O)O)C=C(N2)C2=CC(=C(C=C2)CC2=NC3=C(N2CCOC)C=C(C=C3)C(=O)OC)F)C=C1)F